3-(1-((3,5-Dimethylisoxazol-4-Yl)Methyl)-1h-Pyrazol-4-Yl)-1-(3-Hydroxybenzyl)-5,5-Dimethylimidazolidine-2,4-Dione CC1=NOC(=C1CN1N=CC(=C1)N1C(N(C(C1=O)(C)C)CC1=CC(=CC=C1)O)=O)C